ClC=1C=C(OC2CCC(CC2)NC(=O)C2=CC=C(N=N2)N2CCC(CC2)C(=O)OCC)C=CC1C#N ethyl 1-(6-(((1r,4r)-4-(3-chloro-4-cyanophenoxy)cyclohexyl)carbamoyl)pyridazin-3-yl)piperidine-4-carboxylate